CN(CCN)CCN(CCNCCN)C 4,7-dimethyltetraethylenepentamine